C(=O)[O-].[K+] Kalium methanoat